N2,N6-bis(tert-butoxycarbonyl)-N-{2-[2-(2,5-dioxo-2,5-dihydro-1H-pyrrol-1-yl)acetamido]ethyl}-L-lysinamide C(C)(C)(C)OC(=O)N[C@@H](CCCCNC(=O)OC(C)(C)C)C(=O)NCCNC(CN1C(C=CC1=O)=O)=O